amino-2-methoxy-4-fluoro-5-(tert-butoxycarbonyl)aminophenol NC=1C(=C(C=C(C1F)NC(=O)OC(C)(C)C)O)OC